COCCNC(=O)C=1N=C2N(C=C(N=C2NCC2(CCNCC2)C#N)C2=CC(=NC=C2)Cl)C1C 6-(2-Chloro-pyridin-4-yl)-8-[(4-cyano-piperidin-4-ylmethyl)-amino]-3-methyl-imidazo[1,2-a]pyrazine-2-carboxylic acid (2-methoxy-ethyl)-amide